P(=O)(O)(O)OC[C@@H](COC(CCCCCCCCCCCCCCC)=O)O 1-hexadecanoyl-sn-glycerol 3-phosphate